ClC1=NC=2C(=NC(=CN2)SC=2C(=NC=CC2)C(F)(F)F)N1 2-chloro-6-[(2-(trifluoromethyl)pyridin-3-yl)thio]-1H-imidazo[4,5-b]pyrazine